3-(2-ethylbenzyloxy)-N-(pyridin-3-yl)thiophene-2-carboxamide C(C)C1=C(COC2=C(SC=C2)C(=O)NC=2C=NC=CC2)C=CC=C1